(3-bromo-2-fluorophenyl)-N-methoxy-N-methyl-3-(trifluoromethyl)-1H-pyrazole-5-carboxamide BrC=1C(=C(C=CC1)N1N=C(C=C1C(=O)N(C)OC)C(F)(F)F)F